N-(3-((1,4-dioxan-2-yl)methoxy)-1-methyl-1H-indazol-6-yl)-1H-pyrazolo[3,4-b]pyridin-3-amine O1C(COCC1)COC1=NN(C2=CC(=CC=C12)NC1=NNC2=NC=CC=C21)C